(E)-8-((tert-butyldimethylsilyl)oxy)-4-methoxy-1-naphthaldehyde O-acetyl oxime C(C)(=O)O\N=C\C1=CC=C(C2=CC=CC(=C12)O[Si](C)(C)C(C)(C)C)OC